tert-butyl 2-((5-(4-butoxyphenyl)-1,2,4-oxadiazol-3-yl)methyl)acrylate C(CCC)OC1=CC=C(C=C1)C1=NC(=NO1)CC(C(=O)OC(C)(C)C)=C